4-amino-N,N-dimethyl-benzamide NC1=CC=C(C(=O)N(C)C)C=C1